C(C)(C)N1C(NC2=C1C=CC(=C2)C(=O)OC)=O methyl 1-isopropyl-2-oxo-2,3-dihydro-1H-benzo[d]imidazole-5-carboxylate